1,2-bis(diphenyl-phosphino)ethane C1(=CC=CC=C1)P(CCP(C1=CC=CC=C1)C1=CC=CC=C1)C1=CC=CC=C1